C(C)OCOC1=C(C(=CC(=C1)C(F)(F)F)C)C1=CC2=C(N=N1)N(CCC2)C2CC(C2)(O)C (1s,3s)-3-(3-(2-(ethoxymethoxy)-6-methyl-4-(trifluoromethyl)phenyl)-6,7-dihydro-pyrido[2,3-c]pyridazin-8(5H)-yl)-1-methylcyclobutan-1-ol